(8-hydroxy-2,7-naphthyridin-3-yl)cyclopropanecarboxamide OC=1N=CC=C2C=C(N=CC12)C1(CC1)C(=O)N